CC1=C(C=CC(=C1OC(=O)C=1C2=CC=CC=C2[N+](=C2C=CC=CC12)C)C)S(=O)(=O)NC(CCS(=O)(=O)[O-])C(=O)ON1C(CCC1=O)=O 3-[[2,4-Dimethyl-3-(10-methylacridin-10-ium-9-carbonyl)oxyphenyl] sulfonylamino]-4-(2,5-dioxopyrrolidin-1-yl)oxy-4-oxobutane-1-sulfonate